Acrylamidot-butylsulfonic acid C(C=C)(=O)NCC(C)(C)S(=O)(=O)O